5-(6-((E)-((1S,2S,5R)-2-fluoro-9-azabicyclo[3.3.1]nonan-3-ylidene)methyl)-1,2,4-triazin-3-yl)-2-(1H-imidazol-1-yl)pyridin-4-ol F[C@@H]\1[C@@H]2CCC[C@H](C/C1=C\C1=CN=C(N=N1)C=1C(=CC(=NC1)N1C=NC=C1)O)N2